OC(CC(=O)SCCNC(CCNC([C@@H](C(COP(OP(OC[C@@H]1[C@H]([C@H]([C@@H](O1)N1C=NC=2C(N)=NC=NC12)O)OP(=O)(O)O)(=O)O)(=O)O)(C)C)O)=O)=O)C 3-hydroxybutanoyl-CoA